tert-butyl N-[1-[4-(4,4,5,5-tetramethyl-1,3,2-dioxaborolan-2-yl)phenyl]cyclobutyl]carbamate CC1(OB(OC1(C)C)C1=CC=C(C=C1)C1(CCC1)NC(OC(C)(C)C)=O)C